FC(C1=C(C=CC(=C1)C(F)(F)F)C1CCC2=C(N(C1=O)CC#CC=1N=NC(=CC1)Cl)C=CC(=C2)F)(F)F 3-(2,4-bis(trifluoromethyl)phenyl)-1-(3-(6-chloropyridazin-3-yl)prop-2-ynyl)-7-fluoro-4,5-dihydro-1H-benzo[b]azepin-2(3H)-one